2-(2-(3-isopropyl-2-(8-methyl-[1,2,4]triazolo[1,5-a]pyridin-6-yl)-1H-indol-5-yl)morpholino)acetamide C(C)(C)C1=C(NC2=CC=C(C=C12)C1OCCN(C1)CC(=O)N)C=1C=C(C=2N(C1)N=CN2)C